C1(=C(C=CC=C1)C1=C([Se]C2=C1C=CC=C2)C2=C(C=CC=C2)C2=NN=NC(=C2C2=C(C(=CC=1C3=CC=CC=C3CC21)C)C)C2=CC=CC=C2)C2=CC=CC=C2 [(biphenylyl)benzoselenopheneyl][phenyl(dimethylfluorenyl)triazineyl]benzene